N1NCC2C=CC=3C(=C12)C=CC=CC3 tetrahydrocycloheptindazole